COC(C1CCN(CC1)C1=CC=C(C=C1)C1=C(CCCC=2C=3C(=NN(C3C=CC21)C2OCCCC2)F)CCC(C)C)OC 6-(4-(4-(dimethoxymethyl)piperidin-1-yl)phenyl)-1-fluoro-7-isopentyl-3-(tetrahydro-2H-pyran-2-yl)-3,8,9,10-tetrahydrocyclohepta[e]indazole